(1s,4s)-4-(4-chloroquinoline-7-carboxamido)cyclohexanecarboxylic acid ClC1=CC=NC2=CC(=CC=C12)C(=O)NC1CCC(CC1)C(=O)O